C(C)OC(=O)C=1C=C(C=CC1)C1=CC(=CC=C1)CC(C(=O)OC(C)(C)C)(C)C.[Cl-].[Cr+3].[Cl-].[Cl-] chromium(III) chloride ethyl-3'-(3-(tert-butoxy)-2,2-dimethyl-3-oxopropyl)-[1,1'-biphenyl]-3-carboxylate